C(C)C1=C(C=CC(=C1)N1CC2N(CC1)CCC2)NC2=NC=C(C(=N2)NCCCNC(=O)C2CCC2)C(F)(F)F N-(3-((2-((2-ethyl-4-(hexahydropyrrolo[1,2-a]pyrazin-2(1H)-yl)phenyl)amino)-5-(trifluoromethyl)pyrimidin-4-yl)amino)propyl)cyclobutanecarboxamide